FC=1C=C(C(=NC1)C1(C=C(C(C(C1)(C)C)=O)C#N)OC)C=1C=NC(=C(C1)F)C 3-(5,5'-difluoro-6'-methyl[3,3'-bipyridin]-2-yl)-3-methoxy-5,5-dimethyl-6-oxocyclohex-1-ene-1-carbonitrile